1-(6-(3-Methoxyazetidin-1-yl)pyridin-3-yl)-1H-benzo[d]imidazol-2(3H)-one COC1CN(C1)C1=CC=C(C=N1)N1C(NC2=C1C=CC=C2)=O